N-(6-(5-chloro-6-fluoro-7-(1-(methylamino)-1-oxopropan-2-yl)-1H-indazol-4-yl)imidazo[1,2-a]pyridin-2-yl)-2-fluorocyclopropane-1-carboxamide ClC=1C(=C2C=NNC2=C(C1F)C(C(=O)NC)C)C=1C=CC=2N(C1)C=C(N2)NC(=O)C2C(C2)F